3-carbamoyl-3-(2-chlorothiazol-4-yl)piperidine-1-carboxylic acid benzyl ester C(C1=CC=CC=C1)OC(=O)N1CC(CCC1)(C=1N=C(SC1)Cl)C(N)=O